2,7-dinitro-9,9-di(decane-yl)-9H-fluorene [N+](=O)([O-])C1=CC=2C(C3=CC(=CC=C3C2C=C1)[N+](=O)[O-])(CCCCCCCCCC)CCCCCCCCCC